2-Methyl-2-azaspiro[3.3]heptan-6-yl (8-amino-7-fluoro-6-(8-methyl-2,3-dihydro-1H-pyrido[2,3-b][1,4]oxazin-7-yl)isoquinolin-3-yl)carbamate NC=1C(=C(C=C2C=C(N=CC12)NC(OC1CC2(CN(C2)C)C1)=O)C1=C(C2=C(OCCN2)N=C1)C)F